(4-((1H-pyrazol-1-yl)methyl)piperidin-1-yl)(4-((3-(4-(difluoromethoxy)phenyl)imidazo[1,2-a]pyrazin-8-yl)amino)-2-methylphenyl)methanone N1(N=CC=C1)CC1CCN(CC1)C(=O)C1=C(C=C(C=C1)NC=1C=2N(C=CN1)C(=CN2)C2=CC=C(C=C2)OC(F)F)C